OCCCOCCCN1OC(=CC1=O)C(C(=O)OCC)C(C)C ethyl 2-[2-[3-(3-hydroxypropoxy)propyl]-3-oxo-isoxazol-5-yl]-3-methyl-butanoate